methyl 4-[2-[2-[2-[bis(tert-butoxycarbonyl)amino]ethoxy] ethoxy]ethoxy]benzoate C(C)(C)(C)OC(=O)N(CCOCCOCCOC1=CC=C(C(=O)OC)C=C1)C(=O)OC(C)(C)C